N1=CN=C(C=2OCC=NC21)N 6H-pyrimido[5,4-b]{1,4}oxazin-4-amine